4-(8-[3-fluoro-4-(morpholin-4-ylmethyl)phenyl]-5-{[(3R)-1-methylpiperidin-3-yl]methoxy}imidazo[1,2-c]pyrimidin-7-yl)benzonitrile FC=1C=C(C=CC1CN1CCOCC1)C=1C=2N(C(=NC1C1=CC=C(C#N)C=C1)OC[C@H]1CN(CCC1)C)C=CN2